1-[(2S,5R)-2-Methyl-5-({5-[2-(prop-2-yn-1-yloxy)ethyl]-7H-pyrrolo[2,3-d]pyrimidin-4-yl}amino)piperidin-1-yl]prop-2-en-1-one C[C@@H]1N(C[C@@H](CC1)NC=1C2=C(N=CN1)NC=C2CCOCC#C)C(C=C)=O